1-(5H-imidazo[5,1-a]isoindol-5-yl)cyclobutan-1-ol C=1N=CN2C1C1=CC=CC=C1C2C2(CCC2)O